methyl (R)-3-(4-amino-3-(4-phenoxyphenyl)-1H-pyrazolo[3,4-d]pyrimidin-1-yl)piperidine-1-sulfonate NC1=C2C(=NC=N1)N(N=C2C2=CC=C(C=C2)OC2=CC=CC=C2)[C@H]2CN(CCC2)S(=O)(=O)OC